2-(4-chloro-3-fluorophenyl)cyclopropan-1-amine hydrochloride Cl.ClC1=C(C=C(C=C1)C1C(C1)N)F